C(=O)=C1NC2=CC=C(C=3C2=C1C=CC3)N3N=CC(=C3C(F)(F)F)C(=O)N 1-(2-carbonyl-1,2-dihydrobenzo[cd]indol-6-yl)-5-(trifluoromethyl)-1H-pyrazole-4-carboxamide